(R)-2-(3-((3-hydroxyoxetan-3-yl)(4-methyl-4H-1,2,4-triazol-3-yl)methyl)phenyl)-6-(((1-methylcyclobutyl)amino)methyl)-4-(trifluoromethyl)isoindolin-1-one OC1(COC1)[C@H](C=1C=C(C=CC1)N1C(C2=CC(=CC(=C2C1)C(F)(F)F)CNC1(CCC1)C)=O)C1=NN=CN1C